6-bromo-3-ethyl-2-((S)-1-((R)-6-methyl-1,4-diazepan-1-yl)butyl)quinazolin-4(3H)-one BrC=1C=C2C(N(C(=NC2=CC1)[C@H](CCC)N1CCNC[C@H](C1)C)CC)=O